Phenyl 3,4,6-tri-O-benzyl-2-deoxy-2-trichloroacetamido-1-thio-β-D-galactopyranoside C(C1=CC=CC=C1)O[C@@H]1[C@H]([C@H](SC2=CC=CC=C2)O[C@@H]([C@@H]1OCC1=CC=CC=C1)COCC1=CC=CC=C1)NC(C(Cl)(Cl)Cl)=O